Cl.C12(OCC3=CC=C(C=C13)N)CCC2 3'H-spiro[cyclobutane-1,1'-isobenzofuran]-6'-amine hydrochloride